C=1(C(=CC=CC1)S(=O)(=O)ONC1=NC(=NC(=N1)NC1=CC=CC=C1)NC(CO)C)C=CC=1C(=CC=CC1)S(=O)(=O)ONC1=NC(=NC(=N1)NC1=CC=CC=C1)NC(CO)C bis-(2-anilino-4-(1-methyl-2-hydroxy-ethylamino)-s-triazin-6-ylamino) stilbene-2,2'-disulfonate